7-{3-[(1,5-dimethyl-1H-pyrazol-3-yl)carbamoyl]azetidin-1-yl}-6-fluoro-5-methyl-4-oxo-1-(1,2,4-thiadiazol-5-yl)-1,4-dihydro-1,8-naphthyridine-3-carboxylic acid CN1N=C(C=C1C)NC(=O)C1CN(C1)C1=C(C(=C2C(C(=CN(C2=N1)C1=NC=NS1)C(=O)O)=O)C)F